1-(4-bromophenyl)-5-(p-tolyl)-3-(trifluoromethyl)-1H-pyrazole BrC1=CC=C(C=C1)N1N=C(C=C1C1=CC=C(C=C1)C)C(F)(F)F